FC(C1=CC=C2C=CCN(C2=C1)C1=C(C(=NN1)C)C)F 7-(difluoro-methyl)-N-(3,4-dimeth-yl-1H-pyrazol-5-yl)-quinolin